COC1=NC=C(C=C1C(=O)N)NC(C(N1[C@H](CC[C@@H](C1)C)C=1C=CC2=C(N=C(S2)[C@@H]2[C@H](CN(CC2)C)C)C1)=O)=O |r| 2-methoxy-5-[[2-oxo-2-[rac-(2R,5S)-5-methyl-2-[2-[rac-(3R,4S)-1,3-dimethyl-4-piperidyl]-1,3-benzothiazol-5-yl]-1-piperidyl]acetyl]amino]pyridine-3-carboxamide